6-(4-iodo-2-(6-azaspiro[2.5]octane-6-yl)benzoylamino)-1,7-naphthyridine IC1=CC(=C(C(=O)NC=2C=C3C=CC=NC3=CN2)C=C1)N1CCC2(CC2)CC1